ClC1=NN2C(N=CC3=C2[C@@](CN3C(=O)NC=3C=NC(=C(C3)Cl)N=S(=O)(C)C)(C(F)(F)F)C)=C1 (R)-2-chloro-N-(5-chloro-6-((dimethyl(oxo)-λ6-sulfaneylidene)amino)pyridine-3-yl)-8-methyl-8-(trifluoromethyl)-7,8-dihydro-6H-pyrazolo[1,5-a]pyrrolo[2,3-e]pyrimidine-6-carboxamide